C(C1=CC=CC=C1)OC(=O)N[C@@H](CC(NC1=NC(NC=C1)=O)=O)C(=O)[O-] ((benzyloxy)carbonyl)-N4-(2-oxo-1,2-dihydropyrimidin-4-yl)-L-asparaginate